5-(chloromethyl)-3-((1R,5S,6R)-3-(5-methylpyridin-2-yl)-3-azabicyclo[3.1.0]hex-6-yl)-1,2,4-oxadiazole ClCC1=NC(=NO1)C1[C@H]2CN(C[C@@H]12)C1=NC=C(C=C1)C